C(C)(C)(C)OC(NC1CC1)=O N-(cyclopropyl)carbamic acid tert-butyl ester